C(C)(C)(C)OC(=O)NCC=1OC2=C(C1B1OC(C(O1)(C)C)(C)C)C=C(C=C2C(=O)OC)Cl Methyl 2-(((tert-butoxycarbonyl)amino)methyl)-5-chloro-3-(4,4,5,5-tetramethyl-1,3,2-dioxaborolan-2-yl)benzofuran-7-carboxylate